(5-amino-2-fluorophenyl)thiomorpholine-1,1-dioxide NC=1C=CC(=C(C1)N1CCS(CC1)(=O)=O)F